N(=[N+]=[N-])C1=CC=C(O[C@@H]2[C@H]([C@H]([C@@H]([C@H](O2)CCP(O)(O)=O)O)O)O)C=C1 (2-((2R,3S,4S,5S,6R)-6-(4-azidophenoxy)-3,4,5-trihydroxytetrahydro-2H-pyran-2-yl)ethyl)phosphonic acid